tert-butyl 4-cyano-1-(4-cyclobutylphenyl)-3-(2-methoxy-2-oxoethoxy)-1,4,6,7-tetrahydro-5H-pyrazolo[4,3-c]pyridine-5-carboxylate C(#N)C1N(CCC2=C1C(=NN2C2=CC=C(C=C2)C2CCC2)OCC(=O)OC)C(=O)OC(C)(C)C